[O-2].[Ca+2].[Zn+2].[O-2] zinc-calcium oxide